C(C)(CCCCC)I sec-heptyl iodide